FC1=NN(C=C1N)C1(CC1)C1=NN=CN1CC(F)(F)F 3-fluoro-1-[1-[4-(2,2,2-trifluoroethyl)-1,2,4-triazol-3-yl]cyclopropyl]-pyrazol-4-amine